ClC1=C(C=CC=C1)[C@@H](C)NC(=O)C1=CC2=CC=CC(=C2C=C1)OC1=CC=C(C=C1)C(F)(F)F (R)-N-(1-(2-chlorophenyl)ethyl)-5-(4-(trifluoromethyl)phenoxy)-2-naphthamide